2-chloro-N-cyclopropyl-5-(1-(2,6-dichloro-4-(perfluoropropan-2-yl)phenyl)-1H-pyrazol-4-yl)nicotinamide ClC1=C(C(=O)NC2CC2)C=C(C=N1)C=1C=NN(C1)C1=C(C=C(C=C1Cl)C(C(F)(F)F)(C(F)(F)F)F)Cl